(2,2-dimethyl-1,3-dioxolan-4-yl)methyl acrylate C(C=C)(=O)OCC1OC(OC1)(C)C